F[C@H]1CN(C[C@@H]1NC1=NC(=NC=C1)C1=CN=C2N1C=CC(=C2)OC(C)C)C(=O)OC(C)(C)C tert-butyl (3S,4S)-3-fluoro-4-[[2-(7-isopropoxyimidazo[1,2-a]pyridin-3-yl)pyrimidin-4-yl]amino]pyrrolidine-1-carboxylate